4-methyl-6-propanoylpyridin CC1=CC=NC(=C1)C(CC)=O